CN1C(N(C=2C1=NC=C(C2)C=2SC(=CC2)C)CC2=NOC(=C2)C)=O 3-methyl-1-[(5-methylisoxazol-3-yl)methyl]-6-(5-methyl-2-thienyl)imidazo[4,5-b]pyridin-2-one